FC=1C=2N(C=C(C1)NC(=O)C1=CN=C(C3=NC=CN=C31)N3CC(CC3)N(C(OC(C)(C)C)=O)C)C=C(N2)C tert-butyl N-[1-[8-[(8-fluoro-2-methyl-imidazo[1,2-a]pyridin-6-yl)carbamoyl]pyrido[3,4-b]pyrazin-5-yl]pyrrolidin-3-yl]-N-methyl-carbamate